N[C@@H]1CN(CC[C@H]1F)C1=NC2=C(N1CC1=NC=C(C=N1)F)C=CC(=C2)C#N 2-((3R,4R)-3-Amino-4-fluoropiperidin-1-yl)-1-((5-fluoropyrimidin-2-yl)methyl)-1H-benzo[d]imidazol-5-carbonitril